3-((5-tert-butyloxazol-4-yl)methylene)-6-(3-(4-fluorobenzoyl)benzylidene)piperazine-2,5-dione C(C)(C)(C)C1=C(N=CO1)C=C1C(NC(C(N1)=O)=CC1=CC(=CC=C1)C(C1=CC=C(C=C1)F)=O)=O